C\C(=C/CC1=C(C=C(C=C1O)CCCCC)O)\CCC=C(C([2H])([2H])[2H])C([2H])([2H])[2H] (E)-2-(3-methyl-7-(methyl-d3)octa-2,6-dien-1-yl-8,8,8-d3)-5-pentylbenzene-1,3-diol